N-(2-(diethylamino)ethyl)-2,4-dimethyl-1H-pyrrole-3-formamide C(C)N(CCNC(=O)C1=C(NC=C1C)C)CC